C(C)(=O)N1CCN(CC1)C1=CC=C(C=C1)C1=CC=C2CN(C(C2=C1)=O)[C@@H](C=1NC2=CC=CC=C2C1)C1=C(C=CC(=C1)F)O (R)-6-(4-(4-acetylpiperazine-1-yl)phenyl)-2-((5-fluoro-2-hydroxyphenyl)(1H-indole-2-yl)methyl)-isoindolin-1-one